(S)-4-(2-(2-((5-chloro-2-(3,3-difluoroazetidin-1-yl)phenyl)amino)-2-oxoacetamido)-3-phenylpropionamido)benzoic acid tert-butyl ester C(C)(C)(C)OC(C1=CC=C(C=C1)NC([C@H](CC1=CC=CC=C1)NC(C(=O)NC1=C(C=CC(=C1)Cl)N1CC(C1)(F)F)=O)=O)=O